CC(N(C(=O)OCC)CC(OC)OC)(C)C(=O)O methyl-N-(2,2-dimethoxyethyl)-N-(ethoxycarbonyl)-D-alanine